C(C1=CC=CC=C1)C=1C=C(C=CC1)C#CCCC([NH-])C=1C=CC=C2C=CC=NC12 (E)-3-benzyl-5-phenyl-N-(quinolin-8-yl)pent-4-ynylamide